2-((4-((1R,5S)-3,8-diazabicyclo[3.2.1]octan-3-yl)-8-fluoro-7-(3-hydroxynaphthalen-1-yl)-2-(((S)-1-methylpyrrolidin-2-yl)methoxy)quinazolin-6-yl)oxy)-3-chlorobenzonitrile [C@H]12CN(C[C@H](CC1)N2)C2=NC(=NC1=C(C(=C(C=C21)OC2=C(C#N)C=CC=C2Cl)C2=CC(=CC1=CC=CC=C21)O)F)OC[C@H]2N(CCC2)C